Bis(tri-isopropylcyclopentadienyl)strontium C(C)(C)C1=C(C(C=C1)(C(C)C)[Sr]C1(C(=C(C=C1)C(C)C)C(C)C)C(C)C)C(C)C